N-{3-[4-amino-2-(2-methoxyethyl)-1H-imidazo[4,5-c]quinolin-1-yl]-2,2-dimethylpropyl}benzamide NC1=NC=2C=CC=CC2C2=C1N=C(N2CC(CNC(C2=CC=CC=C2)=O)(C)C)CCOC